ONC(=O)C1CC(C1)N(C=1C2=C(N=CN1)NC=C2)C (1s,3s)-N-hydroxy-3-(methyl(7H-pyrrolo[2,3-d]pyrimidin-4-yl)amino)cyclobutane-1-carboxamide